2-Methyl-4-(2,2,3-trimethylcyclopent-3-en-1-yl)butan-1-ol CC(CO)CCC1C(C(=CC1)C)(C)C